COC1=CC=C(C=C1)CN(C1=CC=C(C=C1)[N+](=O)[O-])CC1=CC=C(C=C1)OC N,N-bis((4-methoxyphenyl)methyl)-4-nitro-aniline